Nickel-Magnesium-Oxid [O-2].[Mg+2].[Ni+2].[O-2]